5-chloro-N-[(furan-2-yl)methyl]-3-methyl-2-[(1S)-2-methyl-1-(methylamino)propyl]thieno[3,2-b]pyridin-7-amine ClC1=CC(=C2C(=N1)C(=C(S2)[C@H](C(C)C)NC)C)NCC=2OC=CC2